C(C)(C)(C)OC(=O)N1C(CCCC1)OC1CC(C1)OC1=NC=CC(=C1)C=C [3-[(4-vinyl-2-pyridinyl)oxy]cyclobutoxy]piperidine-1-carboxylic acid tert-butyl ester